NC1CCC(CC1)N(C=1C(=C(C=C(C1)C1=CC=C(C=C1)CN1CCOCC1)C(=O)NCC=1C(NC(=CC1C)C)=O)C)CC 5-(((1r,4r)-4-aminocyclohexyl)(ethyl)amino)-N-((4,6-dimethyl-2-oxo-1,2-dihydropyridin-3-yl)methyl)-4-methyl-4'-(morpholinomethyl)-[1,1'-biphenyl]-3-carboxamide